N-(4-(4-amino-7-methyl-5-(5-((6-methylpyridin-2-yl)oxy)pyridin-2-yl)-7H-pyrrolo[2,3-d]pyrimidin-6-yl)phenyl)methacrylamide NC=1C2=C(N=CN1)N(C(=C2C2=NC=C(C=C2)OC2=NC(=CC=C2)C)C2=CC=C(C=C2)NC(C(=C)C)=O)C